Benzyl (2S,4S)-4-phenylpyrrolidine-2-carboxylate hydrochloride Cl.C1(=CC=CC=C1)[C@@H]1C[C@H](NC1)C(=O)OCC1=CC=CC=C1